C(C1=CC=CC=C1)OC(=O)NC=1C=C(C=CC1C(=O)OC)[C@@H]1N(CCN(C1)CC(F)F)CC1=C2C=CN(C2=C(C=C1OC(F)F)C)C(=O)OCCCC Butyl (S)-4-((2-(3-(((benzyloxy)carbonyl)amino)-4-(methoxycarbonyl)phenyl)-4-(2,2-difluoroethyl)piperazin-1-yl)methyl)-5-(difluoromethoxy)-7-methyl-1H-indole-1-carboxylate